manganese sulfate monolysinate N[C@@H](CCCCN)C(=O)[O-].S(=O)(=O)([O-])[O-].[Mn+3]